(3S)-methyl 3-(2-(5-(2-(dimethylamino)ethyl)-2-oxo-4-(trifluoromethyl)pyridin-1(2H)-yl)-4-methylpentanamido)-3-(2',6'-dimethylbiphenyl-3-yl)propanoate CN(CCC=1C(=CC(N(C1)C(C(=O)N[C@@H](CC(=O)OC)C=1C=C(C=CC1)C1=C(C=CC=C1C)C)CC(C)C)=O)C(F)(F)F)C